C(#N)C=1C(=NC(=CC1)C1CC1)SC(C(=O)NC=1C=C(C=CC1)C)C ((3-cyano-6-cyclopropylpyridin-2-yl)thio)-N-(3-tolyl)propanamide